N-[1-(2-methoxy-1,1-dimethylethyl)-3-methyl-4-piperidyl]-6-{3-[4-(N-methylcarbamoyl)-5-fluoro-2-anisidino]-1-propynyl}-1-(2,2,2-trifluoroethyl)-1H-1,3-benzimidazole-4-carboxamide COCC(C)(C)N1CC(C(CC1)NC(=O)C1=CC(=CC=2N(C=NC21)CC(F)(F)F)C#CCNC=2C(OC)=CC(=C(C2)C(NC)=O)F)C